methyl 3-chloro-5-(3-methoxyphenoxy)pyridazine-4-carboxylate ClC=1N=NC=C(C1C(=O)OC)OC1=CC(=CC=C1)OC